COC1=C(CC2N(CC3(CC3)C2)C(=O)OC(C)(C)C)C=CC=C1 tert-butyl 6-(2-methoxybenzyl)-5-azaspiro[2.4]heptane-5-carboxylate